1-(8-((2,5-dichloropyrimidin-4-yl)amino)-3,4-dihydroquinolin-1(2H)-yl)propan-1-one ClC1=NC=C(C(=N1)NC=1C=CC=C2CCCN(C12)C(CC)=O)Cl